C(C)(C)(C)C1=NN(C(=C1)C=1C=C(N)C=CC1)C 3-(3-(tert-butyl)-1-methyl-1H-pyrazol-5-yl)aniline